(S)-2-(6-chloro-2-(6-methylpyrimidine-4-carbonyl)-1,2,3,4-tetrahydroisoquinolin-8-yl)pyrrolidine-1-carboxylic acid tert-butyl ester C(C)(C)(C)OC(=O)N1[C@@H](CCC1)C=1C=C(C=C2CCN(CC12)C(=O)C1=NC=NC(=C1)C)Cl